(2R)-5-[2-(2-hydroxyphenyl)-4,5-dihydrothiazol-4-yl]-1-methyl-N-prop-2-ynyl-pyrrolidine-2-carboxamide OC1=C(C=CC=C1)C=1SCC(N1)C1CC[C@@H](N1C)C(=O)NCC#C